NCC(=O)C1=CC(=CC(=C1)F)F 2-amino-1-(3,5-difluorophenyl)ethanone